5-(2-((dimethylamino)methyl)phenyl)thiophen CN(C)CC1=C(C=CC=C1)C1=CC=CS1